C(C1=CC=CC=C1)OC(=O)N1CCC2(C[C@H]2C(=O)O)CC1 (1R)-6-[(benzyloxy)carbonyl]-6-azaspiro[2.5]octane-1-carboxylic acid